C1(CCC1)C(=O)N1[C@H]([C@H](CC1)NS(=O)(=O)C)CC=1C=C(C(=CC1)F)C1=CC=CC=C1 N-(cis-1-(cyclobutylcarbonyl)-2-((6-fluorobiphenyl-3-yl)methyl)pyrrolidin-3-yl)methanesulfonamide